(2-formyl-4-methylphenyl)-boronic acid C(=O)C1=C(C=CC(=C1)C)B(O)O